8-(4-((7-chloro-4-methoxyquinolin-2-yl)oxy)piperidin-1-yl)-5-methyl-6-oxo-5,6-dihydro-1,5-naphthyridine-2-carbonitrile ClC1=CC=C2C(=CC(=NC2=C1)OC1CCN(CC1)C1=CC(N(C=2C=CC(=NC12)C#N)C)=O)OC